FC(C1=C(C(=O)NC2=C(C=C(C(=C2)C=2C=NC(=NC2)N2CCOCC2)F)N2C[C@H](N([C@H](C2)C)C)C)C=CC(=C1)F)F |r| 2-(difluoromethyl)-4-fluoro-N-[4-fluoro-5-(2-morpholin-4-ylpyrimidin-5-yl)-2-[rac-(3R,5S)-3,4,5-trimethylpiperazin-1-yl]phenyl]benzamide